dibutyl-(1R,2S)-7-hydroxy-1-(4-hydroxy-3,5-dimethoxyphenyl)-6,8-dimethoxy-1,2-dihydro-naphthalene-2,3-dicarboxylic acid C(CCC)[C@@]1([C@@](C2=C(C(=C(C=C2C=C1C(=O)O)OC)O)OC)(C1=CC(=C(C(=C1)OC)O)OC)CCCC)C(=O)O